CC(C[C@@H](C(N[C@@H](C[C@H]1C(NCC1)=O)C(COC(F)(F)F)=O)=O)NC(=O)C12OCC(C1)(C2)NC(C(F)(F)F)=O)C N-((S)-4-methyl-1-oxo-1-(((S)-3-oxo-1-((S)-2-oxopyrrolidin-3-yl)-4-(trifluoromethoxy)butan-2-yl)amino)pentan-2-yl)-4-(2,2,2-trifluoroacetamido)-2-oxabicyclo[2.1.1]-hexane-1-carboxamide